CC(C)(C)C(=O)OC1=CC=C(C=C1)[N+](=O)[O-] 2-Methyl-2-((4-nitrophenoxy)carbonyl)propane